C1(CCCCC1)N1C(N(C=2C1=C1C(=NC2)N(C=C1)S(=O)(=O)C1=CC=CC=C1)C)=O 1-cyclohexyl-3-methyl-6-(phenylsulfonyl)-3,6-dihydroimidazo[4,5-d]pyrrolo[2,3-b]pyridin-2(1H)-one